6-chloro-3-(((R)-1-(6-fluoro-2-((1R,5S,6S)-6-methoxy-3-azabicyclo[3.1.0]hexan-3-yl)-3-methyl-4-oxo-3,4-dihydroquinazolin-8-yl)ethyl)amino)picolinic acid ClC1=CC=C(C(=N1)C(=O)O)N[C@H](C)C=1C=C(C=C2C(N(C(=NC12)N1C[C@@H]2C([C@@H]2C1)OC)C)=O)F